C(C1=CC=CC=C1)OC=1C(=NC(=CC1)C)C(O)C1NCCC1 (3-(benzyloxy)-6-methylpyridin-2-yl)(pyrrolidin-2-yl)methanol